CN1C(CC(C1)CNC)=O 1-methyl-4-[(methylamino)methyl]pyrrolidin-2-one